CC1=CC=C(C=C1)P(C1=CC=C(C=C1)C)Cl bis(p-methylphenyl)phosphorus chloride